4(S)-[5-ethoxy-3-(1H-imidazole-1-carbonyl)-2,8-dimethyl-1,4-dihydro-1,6-naphthyridin-4-yl]-3-methoxy-benzonitrile C(C)OC1=C2[C@@H](C(=C(NC2=C(C=N1)C)C)C(=O)N1C=NC=C1)C1=C(C=C(C#N)C=C1)OC